2-bromo-4'-(tert-butyl)-1,1'-biphenyl BrC1=C(C=CC=C1)C1=CC=C(C=C1)C(C)(C)C